glycerin trioleate C(CCCCCCC\C=C/CCCCCCCC)(=O)OCC(OC(CCCCCCC\C=C/CCCCCCCC)=O)COC(CCCCCCC\C=C/CCCCCCCC)=O